CN(CCOCCN(CCC#N)C)C 3-[2-[2-(dimethylamino)ethoxy]ethylmethylamino]propionitrile